2-(Pyridin-2-yldisulfanyl)ethyl (S)-(3-((4,11-diethyl-4-hydroxy-3,14-dioxo-3,4,12,14-tetrahydro-1H-pyrano[3',4':6,7]indolizino[1,2-b]quinolin-9-yl)oxy)propyl)carbamate C(C)[C@]1(C(OCC=2C(N3CC=4C(=NC=5C=CC(=CC5C4CC)OCCCNC(OCCSSC4=NC=CC=C4)=O)C3=CC21)=O)=O)O